cobalt magnesium calcium manganese [Mn].[Ca].[Mg].[Co]